FC1=C(C(=O)C2=CC3=NC(=CC=C3O2)NC2=C(C=C(C=C2)N2CCN(CC2)CC)C(C(=O)N)=C)C(=C(C=C1OC)OC)F (2-((2-(2,6-difluoro-3,5-dimethoxybenzoyl)furo[3,2-b]pyridin-5-yl)amino)-5-(4-ethylpiperazin-1-yl)phenyl)acrylamide